[4-(5-tert-butyl-1,2,4-oxadiazol-3-yl)-3-chloro-phenyl]-[4-(5-methyloxazolo[4,5-b]pyridin-2-yl)piperazin-1-yl]methanone C(C)(C)(C)C1=NC(=NO1)C1=C(C=C(C=C1)C(=O)N1CCN(CC1)C=1OC=2C(=NC(=CC2)C)N1)Cl